COC=1C=C(C=C(C1OC)C)NC1=NC=C(C(=N1)NN1C(OC2=C1C=CC=C2)=O)C (2-(3,4-dimethoxy-5-methylphenylamino)-5-methylpyrimidin-4-ylamino)benzo[d]oxazol-2(3H)-one